(M)-6-chloro-7-cyclobutyl-4-[(2S,5R)-2,5-dimethyl-4-prop-2-enoyl-piperazin-1-yl]-1-(2-isopropyl-4-methyl-3-pyridyl)pyrido[2,3-d]pyrimidin-2-one ClC1=CC2=C(N(C(N=C2N2[C@H](CN([C@@H](C2)C)C(C=C)=O)C)=O)C=2C(=NC=CC2C)C(C)C)N=C1C1CCC1